ClC1=CC=C2C(=N1)N(C(=C2)C2=NC=1C(=CC=3CCNC(C3C1)=O)N2C)CC2CC2 2-[6-Chloro-1-(cyclopropylmethyl)pyrrolo[2,3-b]pyridin-2-yl]-1-methyl-7,8-dihydro-6H-imidazo[4,5-g]isoquinolin-5-one